4-nitrophenyl-L-alanine [N+](=O)([O-])C1=CC=C(C=C1)N[C@@H](C)C(=O)O